ethyl 2-(3-bromopyrazolo[1,5-a]pyridin-5-yl)-4-(difluoro-methyl)thiazole-5-carboxylate BrC=1C=NN2C1C=C(C=C2)C=2SC(=C(N2)C(F)F)C(=O)OCC